2-bromoethyltriethylammonium chloride [Cl-].BrCC[N+](CC)(CC)CC